C(C)(C)(C)C1N(C[C@H](O[C@H]1CC)CO)C(=O)O.C(#N)CCN1C(NC=C(C1=O)C)=O 3-(2-cyanoethyl)thymine tert-butyl-(2S,6S)-2-ethyl-6-(hydroxymethyl)morpholine-4-carboxylate